[3-(1-fluorocyclopropyl)-1-methylpyrazol-4-yl]methanone FC1(CC1)C1=NN(C=C1C=O)C